5'-O-(4,4'-Dimethoxytrityl)-3'-O-[isobutyl(diisopropylamino)phosphinyl]-2'-deoxy-(2-N-isobutyryl)-guanosine COC1=CC=C(C(C2=CC=C(C=C2)OC)(C2=CC=CC=C2)OC[C@@H]2[C@H](C[C@@H](O2)N2C=NC=3C(=O)NC(NC(C(C)C)=O)=NC23)OP(=O)(N(C(C)C)C(C)C)CC(C)C)C=C1